1,3-diacetoxy-1,1,3,3-tetrabutyldistannoxane C(C)(=O)O[Sn](O[Sn](CCCC)(CCCC)OC(C)=O)(CCCC)CCCC